chloro-2-fluoro-1,1'-biphenyl-4-boronic acid ClC=1C(=C(C=CC1B(O)O)C1=CC=CC=C1)F